P(=O)(OC)(OCCOCCOC)O methyl (2-(2-methoxyethoxy)ethyl) hydrogen phosphate